BrCCOC1=C(C(=CC=C1)C(F)(F)F)S(=O)(=O)N(CC1=CC=C(C=C1)OC)C1=NN2C(=NC=C(C2=N1)OC)OC 2-(2-bromoethoxy)-N-(5,8-dimethoxy-[1,2,4]triazolo[1,5-c]pyrimidin-2-yl)-N-[(4-methoxyphenyl)methyl]-6-(trifluoromethyl)benzenesulfonamide